The molecule is a pyrimidine 2'-deoxyribonucleoside that is uridine in which the hydroxy group at position 2' has been replaced by two fluoro substituents. It is a metabolite of the drug gemcitabine. It has a role as a marine xenobiotic metabolite. It is a pyrimidine 2'-deoxyribonucleoside and an organofluorine compound. C1=CN(C(=O)NC1=O)C2C([C@@H]([C@H](O2)CO)O)(F)F